3-((1-(4-cyanopyridin-3-yl)azetidin-3-yl)oxy)-4-methyl-N-(5-(trifluoromethyl)pyridin-3-yl)benzamide C(#N)C1=C(C=NC=C1)N1CC(C1)OC=1C=C(C(=O)NC=2C=NC=C(C2)C(F)(F)F)C=CC1C